C(C)(C1=CC=C(C=C1)CC1OC1)C1=CC=C(C=C1)CC1OC1 2,2'-[1,1-ethanediylbis(4,1-phenylenemethylene)]dioxirane